C1(CC1)C1=CC=C2C(=N1)COCC2N(C(OC(C)(C)C)=O)C tert-butyl (2-cyclopropyl-5,8-dihydro-6H-pyrano[3,4-b]pyridin-5-yl)(methyl)carbamate